ON1[C@@H]2CC[C@H](N(C1=O)C2)C(=O)NNC(=O)[C@H]2N(C(CC2)=O)C(=O)OC(C)(C)C tert-butyl (2S)-2-[(2-{[(2S,5R)-6-hydroxy-7-oxo-1,6-diazabicyclo[3.2.1]oct-2-yl]carbonyl}hydrazinyl)carbonyl]-5-oxopyrrolidine-1-carboxylate